C(#N)C(NC(=O)[C@@H]1[C@H]2C([C@H]2CN1C([C@H](C(COC)(C)C)NC(C(F)(F)F)=O)=O)(C)C)C1=NN=CC2=CC=CC=C12 (1R,2S,5S)-N-(cyano(phthalazin-1-yl)methyl)-3-((S)-4-methoxy-3,3-dimethyl-2-(2,2,2-trifluoroacetamido)butanoyl)-6,6-dimethyl-3-azabicyclo[3.1.0]hexane-2-carboxamide